6-((1-hydroxycyclohexyl)ethynyl)-1-(1H-pyrrolo[2,3-b]pyridin-4-yl)-1H-benzo[d]imidazol-2-ol OC1(CCCCC1)C#CC=1C=CC2=C(N(C(=N2)O)C2=C3C(=NC=C2)NC=C3)C1